C(=O)(OC(C)(C)C)N1CC(CC1)N (e)-(-)-1-Boc-3-aminopyrrolidine